OC(CCCCCCCCCCCCCCCCCCCCC(=O)O)CCC(CCCC)O 22,25-Dihydroxynonacosanoic acid